N-[2-[5-[tert-butyl(dimethyl) silyl] oxy-5-methyl-hex-1-ynyl]-5-methoxy-4-pyridyl]carbamate [Si](C)(C)(C(C)(C)C)OC(CCC#CC1=NC=C(C(=C1)NC([O-])=O)OC)(C)C